NC1=NC(=CC(=N1)C=1C=C(C=CC1)CC(C(=O)OC)(C)C)C(F)(F)F methyl 3-(3-(2-amino-6-(trifluoromethyl) pyrimidin-4-yl) phenyl)-2,2-dimethylpropionate